COC(=O)C=1C=CC2=C(C=C(O2)C(CNC(=O)OC(C)(C)C)=O)C1 2-[2-(tert-Butoxycarbonylamino)acetyl]Benzofuran-5-carboxylic acid methyl ester